CC1=NN(C(=C1)C)C=1C=C(C=CC1)[C@H](CC(=O)OC)CN1CC2(C1)CNCC2F methyl (3S)-3-(3-(3,5-dimethyl-1H-pyrazol-1-yl)phenyl)-4-(8-fluoro-2,6-diazaspiro[3.4]octane-2-yl)butanoate